ethyl (E)-2-(methoxyimino)-4-oxohexanoate CO\N=C(\C(=O)OCC)/CC(CC)=O